FC1=C(C(S\C(=C(\C)/N(C=O)CC=2C(=NC(=NC2)C)N)\CCO)=O)C(=CC=C1)OC1=CC=CC=C1 (Z)-S-(2-(N-((4-amino-2-methylpyrimidin-5-yl)methyl)formamido)-5-hydroxypent-2-en-3-yl) 2-fluoro-6-phenoxybenzothioate